CC=1N=C(C2=C(N1)N=CC(=C2)C(F)(F)F)S 2-methyl-6-(trifluoro-methyl)pyrido[2,3-d]pyrimidine-4-thiol